O=C(CNC(CCl)=O)C1=CC2=CC=CC=C2C=C1 N-(2-Oxo-2-(2-naphthyl)ethyl)chloroacetamide